CNC(C1=CC=C(C=C1)C1=CN=CC=2C(N(C=CC12)CC=1N=C2N(C=C(C=C2)C)C1)=O)=O N-methyl-4-(7-((6-methylimidazo[1,2-a]pyridin-2-yl)methyl)-8-oxo-7,8-dihydro-2,7-naphthyridin-4-yl)benzamide